[I].FC=1C=C(CN)C=CC1 m-fluorobenzylamine iodine